CC=1C=C(C=CC1OC1=CC2=C(N(C=N2)C)C=C1)NC1=NC=NC=C1N1CC2(CN(C2)C(=O)OC(C)(C)C)C1 tert-butyl 6-(4-((3-methyl-4-((1-methylbenzimidazol-5-yl) oxy) phenyl) amino) pyrimidin-5-yl)-2,6-diazaspiro[3.3]heptane-2-carboxylate